1-(5-bromo-6-((4-hydroxypentyl)oxy)pyridin-2-yl)-7-((2-methylallyl)oxy)-3-((2-(trimethylsilyl)ethoxy)methyl)-1,3-dihydro-2H-imidazo[4,5-b]pyridin-2-one BrC=1C=CC(=NC1OCCCC(C)O)N1C(N(C2=NC=CC(=C21)OCC(=C)C)COCC[Si](C)(C)C)=O